2,4-dimethylbenzenesulfonyl isocyanate CC1=C(C=CC(=C1)C)S(=O)(=O)N=C=O